C(CC(=O)O[Si](C)(C)C)(=O)O[Si](C)(C)C BisTMS malonate